C(C=C)(=O)OCC(COC(C(=C)C)=O)O.C[C@H]1N(CCOC1)C1=NC=2N(C(=C1)C1=CC=NN1C)C=NC2C2=CC=NN2 (R)-3-methyl-4-(4-(1-methyl-1H-pyrazol-5-yl)-8-(1H-pyrazol-5-yl)imidazo[1,5-a]pyrimidin-2-yl)morpholine 3-(Acryloyloxy)-2-hydroxypropyl-methacrylate